CC=1C(=NC(=NC1C(F)(F)F)N1C(CC1)C)C=1C=CC=NC1 5-(5-methyl-2-(2-methylazetidin-1-yl)-6-(trifluoromethyl)pyrimidin-4-yl)pyridin